(5-(4-((cyclopropylmethyl)amino)-7-(phenyl-sulfonyl)-7H-pyrrolo[2,3-d]pyrimidin-5-yl)pyrazolo[1,5-a]pyridin-3-yl)(4-methylpiperazin-1-yl)methanone C1(CC1)CNC=1C2=C(N=CN1)N(C=C2C2=CC=1N(C=C2)N=CC1C(=O)N1CCN(CC1)C)S(=O)(=O)C1=CC=CC=C1